3-[1-(2-Cyclobutoxy-thiazol-5-yl)-1H-pyrazol-4-yl]-N-cyclopropyl-4-methyl-benzamide C1(CCC1)OC=1SC(=CN1)N1N=CC(=C1)C=1C=C(C(=O)NC2CC2)C=CC1C